5,5-DIMETHYL-PYRROLIDINE-2-CARBOXYLIC ACID CC1(CCC(N1)C(=O)O)C